(S)-4-Bromo-5-fluoro-2-(pentan-2-ylamino)benzonitrile BrC1=CC(=C(C#N)C=C1F)N[C@@H](C)CCC